2-(3-ethoxy-4-ethoxycarbonylphenyl)acetic acid C(C)OC=1C=C(C=CC1C(=O)OCC)CC(=O)O